3-methylbenzo[b]thiophene-2-Formaldehyde CC=1C2=C(SC1C=O)C=CC=C2